C(C=C)N1C(C(C2=C1N=NC(=C2)NC2C[C@@H]1[C@@H](CN(C1)CCC(C)(C)C)C2)(C)C)=O 7-allyl-3-(((3aR,5s,6aS)-2-(3,3-dimethylbutyl)octahydrocyclopenta[c]pyrrol-5-yl)amino)-5,5-dimethyl-5,7-dihydro-6H-pyrrolo[2,3-c]pyridazin-6-one